ClC1=C(C=CC(=C1)F)C1=NC(=NC(=N1)C1=CC=CC=C1)C1=CC=CC=C1 2-(2-chloro-4-fluoro-phenyl)-4,6-diphenyl-1,3,5-triazine